(5'S)-1-(5-bromopyrimidin-2-yl)-5'-phenyltetrahydro-3'H-spiro[piperidine-4,2'-pyrrolo[2,1-b]oxazol]-3'-one BrC=1C=NC(=NC1)N1CCC2(C(N3C(O2)CC[C@H]3C3=CC=CC=C3)=O)CC1